tert-butyl N-(5,6-dichloro-4-iodo-2-methyl-3-pyridyl)carbamate ClC=1C(=C(C(=NC1Cl)C)NC(OC(C)(C)C)=O)I